BrC=1C=C(C=CC1)NNC(C1=CC=C(C=C1)C1=NOC(=N1)C(F)(F)F)=O N'-(3-bromo-phenyl)-4-[5-(trifluoromethyl)-1,2,4-oxadiazol-3-yl]benzoyl-hydrazine